(S)-4,4-difluoropyrrolidine-2-carboxamide FC1(C[C@H](NC1)C(=O)N)F